(8R,9S,13S,14S,17S)-3-(3-aminopropoxy)-13-methyl-7,8,9,11,12,13,14,15,16,17-decahydro-6H-cyclopenta[a]phenanthren-17-ol NCCCOC=1C=CC=2[C@H]3CC[C@@]4([C@H](CC[C@H]4[C@@H]3CCC2C1)O)C